CC1=NC2=CC=C(C=C2C(=C1SC1=CC(=CC=C1)C)C(=O)O)C 2,6-Dimethyl-3-[(3-methylphenyl)thio]quinoline-4-carboxylic acid